3,3-difluoro-2,2-dimethyl-1-((2S,5S)-9-((2-methylpyrimidin-5-yl)ethynyl)-2,3-dihydro-2,5-methanopyrido[3,4-f][1,4]oxazepin-4(5H)-yl)propan-1-one FC(C(C(=O)N1C[C@H]2OC3=C([C@@H]1C2)C=NC=C3C#CC=3C=NC(=NC3)C)(C)C)F